O1C(=NCC1)C1=CC=C(C#N)C=C1 4-(4,5-dihydrooxazol-2-yl)benzonitrile